ClC1=C(C=C(C(=C1)NC1=CC=C(C=C1)SC)C)N=CN(C)CC N'-(2-chloro-5-methyl-4-((4-(methylthio)phenyl)amino)phenyl)-N-ethyl-N-methylformimidamide